1,3,3-trichloro-2-fluoropropane ClCC(C(Cl)Cl)F